C(C)(C)C=1C=C2CC(CN(C2=CC1)S(=O)(=O)C=1C=CC(=C(CO)C1)OCC1CCOCC1)(C)C 5-((6-isopropyl-3,3-dimethyl-3,4-dihydroquinolin-1(2H)-yl)sulfonyl)-2-((tetrahydro-2H-pyran-4-yl)methoxy)benzyl Alcohol